O=C1NC2=C(N1CC1CCC(CC1)CNS(=O)(=O)C)C=CC=C2 N-(((1r,4r)-4-((2-oxo-2,3-dihydro-1H-benzo[d]imidazol-1-yl)methyl)cyclohexyl)methyl)methanesulfonamide